C(C)OCCNC(=O)C1=C(C=C(CC2=CC(=C(C=3CCOC32)F)C(=O)N[C@H]3CCOC[C@@H]3O)C=C1)F 1,5-anhydro-2,3-dideoxy-3-(((7-(4-((2-ethoxyethyl)carbamoyl)-3-fluorobenzyl)-4-fluoro-2,3-dihydro-1-benzofuran-5-yl)carbonyl)amino)-L-threo-pentitol